sodium amino-5-nitrobenzenesulfonate NC1=C(C=C(C=C1)[N+](=O)[O-])S(=O)(=O)[O-].[Na+]